FC1=CC=C(C=C1)[C@@](C)(C=1C=NC(=NC1)N1CCNCC1)N (S)-1-(4-fluorophenyl)-1-[2-(piperazine-1-yl)pyrimidin-5-yl]ethylamine